6-Methyl-N1-(1-(naphthalen-1-yl)cyclopropyl)isophthalamide 9H-fluoren-9-ylmethyl-N-[(3-chloro-2-{[3-(hydroxymethyl)pyridin-2-yl]sulfanyl}-6-(pyridin-4-yl)phenyl)methyl]carbamate C1=CC=CC=2C3=CC=CC=C3C(C12)COC(NCC1=C(C(=CC=C1C1=CC=NC=C1)Cl)SC1=NC=CC=C1CO)=O.CC1=CC=C(C=C1C(=O)NC1(CC1)C1=CC=CC2=CC=CC=C12)C(=O)N